(S)-2-tert-butoxycarbonylamino-3-phenylpropionaldehyde C(C)(C)(C)OC(=O)N[C@H](C=O)CC1=CC=CC=C1